(11S)-13-(2,6-difluorophenyl)-11-methyl-7-thia-9,12-diazatricyclo[6.5.0.02,6]Tridec-1(8),2(6),12-trien-10-one FC1=C(C(=CC=C1)F)C1=N[C@H](C(NC=2SC=3CCCC3C12)=O)C